ClC1=C(C=C2C=C(N=CC2=C1)NC(=O)[C@@H]1[C@H](C1)C1=NC=CC(=C1)F)C1CCN(CC1)[C@]1(COC[C@H]1O)C (1S,2S)-N-(7-chloro-6-(1-((3S,4S)-4-hydroxy-3-methyltetrahydrofuran-3-yl)piperidin-4-yl)isoquinolin-3-yl)-2-(4-fluoropyridin-2-yl)cyclopropane-1-carboxamide